C1N(CCC2=CC=CC=C12)C[C@H](CN1CC(OC2=C(C1=O)C=CC(=C2)CN2CCNCC2)(C)C)O 4-[(2R)-3-(3,4-dihydro-1H-isoquinolin-2-yl)-2-hydroxy-propyl]-2,2-dimethyl-8-(piperazin-1-ylmethyl)-3H-1,4-benzoxazepin-5-one